(S)-2-(2,5-difluoro-4-(6-((2-(methylsulfonyl)isoindolin-5-yl)methoxy)pyridin-2-yl)benzyl)-1-(4,4-dimethyltetrahydrofuran-3-yl)-4-fluoro-1H-benzo[d]imidazole-6-carboxylic acid FC1=C(CC2=NC3=C(N2[C@@H]2COCC2(C)C)C=C(C=C3F)C(=O)O)C=C(C(=C1)C1=NC(=CC=C1)OCC=1C=C3CN(CC3=CC1)S(=O)(=O)C)F